COC1=CC=CC(=N1)N1N=C2C=3C=CN=C(CCCCC(C(NC2=C1)=O)C)C3 4-(6-methoxypyridin-2-yl)-9-methyl-3,4,7,15-tetraazatricyclo[12.3.1.02,6]Octadeca-1(18),2,5,14,16-pentaen-8-one